(R)-1-(4-(1-acetyl-6-(5-(1-(3,5-dichloropyridin-4-yl)ethoxy)-1H-indazol-3-yl)-1H-benzo[d]imidazol-2-yl)piperidin-1-yl)ethan-1-one C(C)(=O)N1C(=NC2=C1C=C(C=C2)C2=NNC1=CC=C(C=C21)O[C@H](C)C2=C(C=NC=C2Cl)Cl)C2CCN(CC2)C(C)=O